C(C)(C)OC(CN(C)C(C=C)=O)=O N-acryloyl-N-methyl-Glycine Isopropyl Ester